3-(4-bromophenyl)-4-(4-methoxyphenyl)furan-2(5H)-one BrC1=CC=C(C=C1)C=1C(OCC1C1=CC=C(C=C1)OC)=O